ClC=1C=CC=2N(N1)C(=C(N2)C(F)(F)F)CN2C(CCCCC2)=O 1-{[6-chloro-2-(trifluoromethyl)imidazo[1,2-b]pyridazin-3-yl]methyl}azepan-2-one